CC=1C(=NC=CC1)NC1=C(C(=NN1)C1=CC=C(C=C1)NC(CC1=CC=CC=C1)=O)C(=O)N 5-((3-methylpyridin-2-yl)amino)-3-(4-(2-phenyl-acetamido)phenyl)-1H-pyrazole-4-carboxamide